(1S,4S)-4-((5-amino-2-((tetrahydro-2H-pyran-4-yl)amino)pyrimidin-4-yl)amino)cyclohexane-1-carboxamide NC=1C(=NC(=NC1)NC1CCOCC1)NC1CCC(CC1)C(=O)N